C(C)(C)C1=CC=C(C=C1)C(C(C)(C)O)=O (4-isopropylphenyl)-2-hydroxy-2-methylpropane-1-one